(S)-N-(5-(4-(4-fluoropyrazolo[1,5-a]pyridin-2-yl)-1,4,6,7-tetrahydro-5H-imidazo[4,5-c]pyridin-5-yl)pyrazin-2-yl)cyclopropanecarboxamide FC=1C=2N(C=CC1)N=C(C2)[C@H]2N(CCC1=C2N=CN1)C=1N=CC(=NC1)NC(=O)C1CC1